[N+](=O)(OCC1=CC=C(C=C1)C)[O-] 4-methylbenzyl nitrate